1-(4-(6-chloro-7-(5,6-dimethyl-1H-indazol-7-yl)-8-fluoroquinazolin-4-yl)piperazin-1-yl)prop-2-en-1-one ClC=1C=C2C(=NC=NC2=C(C1C=1C(=C(C=C2C=NNC12)C)C)F)N1CCN(CC1)C(C=C)=O